N2-(2-imidazo[2,1-b]thiazol-6-ylethyl)-6-(1H-indazol-6-yl)-1,3,5-triazine-2,4-diamine S1C=2N(C=C1)C=C(N2)CCNC2=NC(=NC(=N2)N)C2=CC=C1C=NNC1=C2